tert-Butyl 5-(3-methoxypropyl)-7-nitro-2-phenyl-1H-indole-1-carboxylate COCCCC=1C=C2C=C(N(C2=C(C1)[N+](=O)[O-])C(=O)OC(C)(C)C)C1=CC=CC=C1